BrCCCCCOC bromo-5-methoxypentane